C(#N)C=1N=C2C(=CC(N(C2=CC1)C)=O)N1CC(N(CC1)C(=O)OC(C)(C)C)(C)C tert-butyl 4-(6-cyano-1-methyl-2-oxo-1,2-dihydro-1,5-naphthyridin-4-yl)-2,2-dimethylpiperazine-1-carboxylate